(2R,5s)-5-[[2-[4-[4-[(4R)-4-amino-2-oxo-pyrrolidin-1-yl]phenyl]sulfonylpiperazin-1-yl]-6-chloro-4-pyridinyl]-difluoro-methyl]-N-(3-aminopropyl)bicyclo[2.2.2]octane-2-carboxamide N[C@@H]1CC(N(C1)C1=CC=C(C=C1)S(=O)(=O)N1CCN(CC1)C1=NC(=CC(=C1)C([C@@H]1C2C[C@H](C(C1)CC2)C(=O)NCCCN)(F)F)Cl)=O